1-(4-isopropyl-6-((4-methoxybenzyl)amino)pyrimidin-2-yl)-3-(naphthalen-2-yl)urea C(C)(C)C1=NC(=NC(=C1)NCC1=CC=C(C=C1)OC)NC(=O)NC1=CC2=CC=CC=C2C=C1